FC1=C(C(=C(C(=C1F)F)F)F)S(=O)(=O)N1CC(C1)C(=O)O 1-((perfluorophenyl)sulfonyl)azetidine-3-carboxylic acid